N=1N(N=CC1)C1=C(C(=O)N2C[C@@H](CC[C@H]2C)NC=2C(=C(C#N)C=CN2)C)C=CC=C1 2-(((3R,6R)-1-(2-(2H-1,2,3-triazol-2-yl)benzoyl)-6-methylpiperidin-3-yl)amino)-3-methylisonicotinonitrile